C(C)(C)(C)C1=C(SC2=NC=3CCCCC3C=C21)C(=O)N tert-butyl-5,6,7,8-tetrahydrothieno[2,3-b]quinoline-2-carboxamide